C(=O)=CC(C)=CCC\C(\C)=C\CO carbonyl-geraniol